3-[acetyl-(methoxy)amino]-2-chloro-4-(trifluoromethyl)benzoic acid C(C)(=O)N(C=1C(=C(C(=O)O)C=CC1C(F)(F)F)Cl)OC